C(C1=CC=CC=C1)(=O)NC1=NC2=C(N1)C=C(C=C2)C=2C=C(C(=O)NCC1=CC=CC=C1)C=CC2 3-(2-benzamido-1H-benzo[d]imidazol-6-yl)-N-benzylbenzamide